FC1=CC=CC(=N1)C1=CC=C(CC=2N=C(N3C2C(N(C=C3)C)=O)C3C(OCC3)C)C=C1 (4-(6-Fluoropyridin-2-yl)benzyl)-7-methyl-3-(2-methyltetrahydrofuran-3-yl)imidazo[1,5-a]pyrazin-8(7H)-one